[Br-].[Ca+2].C(CCC)N1CN(C=C1)C.[Br-] 1-butyl-3-methylimidazole calcium bromide